FC1=NC(=CC=C1B(O)O)N1CCOCC1 2-FLUORO-6-MORPHOLINOPYRIDIN-3-YLBORONIC ACID